C(CCCCCCCCCCCCCN)N tetradecane-1,14-diamine